2-((((1s,4s)-4-(2-(benzyloxy)phenyl)cyclohexyl)oxy)methyl)-3-bromopyridine C(C1=CC=CC=C1)OC1=C(C=CC=C1)C1CCC(CC1)OCC1=NC=CC=C1Br